FC1([C@H](CN(CC1)[C@H](C(=O)NC=1N=C2N(C1)[C@@H](CC2)C2=C(C=CC(=C2)F)F)C)C2=CNC(C=C2)=O)F (S)-2-((S)-4,4-difluoro-3-(6-oxo-1,6-dihydropyridin-3-yl)piperidin-1-yl)-N-((S)-5-(2,5-difluorophenyl)-6,7-dihydro-5H-pyrrolo[1,2-a]imidazol-2-yl)propanamide